P(O)(O)O.C(C)(C)(C)C1=C(C=CC(=C1)C(C)(C)C)C(C(C(O)(C1=C(C=C(C=C1)C(C)(C)C)C(C)(C)C)C1=C(C=C(C=C1)C(C)(C)C)C(C)(C)C)(CO)CO)O tri-(2,4-di-tert-butylphenyl)pentaerythritol phosphite